O1CC(C1)N1CC2=C(CC1)N=C(S2)C=O (5-(oxetan-3-yl)-4,5,6,7-tetrahydrothiazolo[5,4-c]pyridin-2-yl)methanone